C(C)(C)(C)OC(=O)N[C@H]([C@@H](CC(=O)O)O)[C@H](CC)C (3R,4S,5S)-4-((tert-Butoxycarbonyl)amino)-3-hydroxy-5-methylheptanoic acid